C(C)C(C)C 2-ethylpropan